FC(OC1=CC=C(C=N1)C1=CN=CC(=N1)C(=O)N(C)OCC1=C(C=CC(=C1)OC)F)F 6-(6-(difluoromethoxy)pyridin-3-yl)-N-((2-fluoro-5-methoxybenzyl)oxy)-N-methylpyrazine-2-carboxamide